O[C@@H]1CC[C@@]2(C3C[C@@H]([C@@]4(C(CCC4C3CCC2C1)[C@@H](CCC(=O)NCC(=O)OCOC(CCC(C(=O)O)CP(=O)(O)O)=O)C)C)O)C 5-(((((4R)-4-((3R,10S,12S,13R)-3,12-Dihydroxy-10,13-dimethylhexadecahydro-1H-cyclopenta[a]phenanthren-17-yl)pentanoyl)glycyl)oxy)methoxy)-5-oxo-2-(phosphonomethyl)pentanoic acid